(S)-N4-(6-bromoimidazo[1,2-a]pyrazin-2-yl)-N2-(piperidin-3-yl)-5-(trifluoromethyl)pyrimidine-2,4-diamine BrC=1N=CC=2N(C1)C=C(N2)NC2=NC(=NC=C2C(F)(F)F)N[C@@H]2CNCCC2